(S)-1-(2-(4-(cyclobutylmethyl)-3-oxo-3,4-dihydro-2H-benzo[b][1,4]oxazin-7-yl)-5-fluorothiazol-4-yl)-3-(piperidin-3-yl)urea C1(CCC1)CN1C2=C(OCC1=O)C=C(C=C2)C=2SC(=C(N2)NC(=O)N[C@@H]2CNCCC2)F